3-(4-butanoyloxy-3-hydroxycyclohexyl)-1-propene C(CCC)(=O)OC1C(CC(CC1)CC=C)O